FC1(CC1)NC1=CC=CC=C1C (1-fluorocyclopropyl)-6-methylaniline